C(CCC(=O)[O-])(=O)[O-].C(=CCCCCCCCCCC)[NH3+].C(=CCCCCCCCCCC)[NH3+] dodecenyl-ammonium succinate salt